CC1CCC(CN1C=1C=NN(C1)CC1(CC1)OC1OCCCC1)C(=O)NN 6-methyl-1-(1-((1-((tetrahydro-2H-pyran-2-yl)oxy)cyclopropyl)methyl)-1H-pyrazol-4-yl)piperidine-3-carbohydrazide